N-(6-chloro-4-methoxypyridin-3-yl)-1-(2-(4-(hydroxymethyl)-1H-1,2,3-triazol-1-yl)acetyl)-3-(2-isopropylphenyl)azetidine-3-carboxamide ClC1=CC(=C(C=N1)NC(=O)C1(CN(C1)C(CN1N=NC(=C1)CO)=O)C1=C(C=CC=C1)C(C)C)OC